5-(6-(hydroxymethyl)pyrazin-2-yl)-4-methyl-isobenzofuran-1(3H)-one OCC1=CN=CC(=N1)C=1C(=C2COC(C2=CC1)=O)C